FC1=CC=C(C=C1)NC(=O)C1(CC1)C(=O)NC1=CC=C(C=C1)OC1=CC=NC2=CC(=CC=C12)C=1NC=CN1 1-N'-(4-fluorophenyl)-1-N-[4-[7-(1H-imidazol-2-yl)quinolin-4-yl]oxyphenyl]cyclopropane-1,1-dicarboxamide